C1(CCCCCCCC1)OB(O)O cyclononyl-boric acid